N-((1-((4-bromophenyl)sulfonyl)-5-(4-fluorophenyl)-1H-pyrrol-3-yl)methyl)methane-d3-amine BrC1=CC=C(C=C1)S(=O)(=O)N1C=C(C=C1C1=CC=C(C=C1)F)CNC([2H])([2H])[2H]